OC1=C(C=CC=C1)CNCC(=O)O (2-hydroxyphenyl)methylglycine